FC=1C=C(CNC2=NC(=NC=C2C(F)(F)F)NC=2C=C(C(=O)C3CN(CCC3)C(=O)N)C=CC2)C=CC1 3-[3-({4-[(3-fluorobenzyl)amino]-5-(trifluoromethyl)pyrimidin-2-yl}amino)benzoyl]piperidine-1-carboxamide